ethyl 3-oxo-3-[(2S)-pyrrolidin-2-yl]propanoate hydrochloride Cl.O=C(CC(=O)OCC)[C@H]1NCCC1